FC(OC=1C=C(C=C(C1)F)C1=CC2=C(OC(CN2S(=O)(=O)C2=CC(=CC=C2)C(F)(F)F)C23CCC(CC2)(C3)C(=O)O)C=C1)F 4-(6-(3-(difluoromethoxy)-5-fluorophenyl)-4-((3-(trifluoromethyl)phenyl)sulfonyl)-3,4-dihydro-2H-benzo[b][1,4]oxazin-2-yl)bicyclo[2.2.1]heptane-1-carboxylic acid